N-((1R,2R)-1-amino-2,3-dihydro-1H-inden-2-yl)-4-(9H-purin-6-yl)-3,4-dihydro-2H-1,4-thiazine-6-carboxamide hydrochloride Cl.N[C@H]1[C@@H](CC2=CC=CC=C12)NC(=O)C1=CN(CCS1)C1=C2N=CNC2=NC=N1